N-OCTYLBENZENE CCCCCCCCC1=CC=CC=C1